2-methoxy-5-(8-methoxy-1-phenyl-pyrazolo[4,3-c]quinolin-3-yl)phenol COC1=C(C=C(C=C1)C1=NN(C2=C1C=NC=1C=CC(=CC21)OC)C2=CC=CC=C2)O